FC(C=1N=COC1C(=O)N1[C@H](C2=C(CC1)NC=N2)C2=NN1C(C=C(C=C1)F)=C2)F (R)-(4-(difluoromethyl)oxazol-5-yl)(4-(5-fluoropyrazolo[1,5-a]pyridin-2-yl)-6,7-dihydro-1H-imidazo[4,5-c]pyridin-5(4H)-yl)methanone